(2S)-4-hydroxy-2-(hydroxymethyl)pyrrolidine-1-carboxylic acid tert-butyl ester C(C)(C)(C)OC(=O)N1[C@@H](CC(C1)O)CO